C1(CCCCC1)NC(=O)CCC(=O)O 3-(cyclohexylcarbamoyl)propanoic acid